8,8-dimethyl-6,7-dihydro-5H-naphthalene-2-carbaldehyde CC1(CCCC=2C=CC(=CC12)C=O)C